Methyl (S)-2-((tert-butoxycarbonyl)amino)-3-methoxy-2-methylpropanoate C(C)(C)(C)OC(=O)N[C@](C(=O)OC)(COC)C